N1C(=CC2=CC=CC=C12)SC(CC(C(=O)OC)C(=O)OC)C1=CC=CC2=CC=CC=C12 Dimethyl 2-(2-((1H-indol-2-yl)thio)-2-(naphthalen-1-yl)ethyl)malonate